tert-Butyl 4-[4-(2,4-dioxo-1,3-diazinan-1-yl)-2-methyl-1H-indol-1-yl]piperidine-1-carboxylate O=C1N(CCC(N1)=O)C1=C2C=C(N(C2=CC=C1)C1CCN(CC1)C(=O)OC(C)(C)C)C